3-(benzyloxycarbonylamino)-2-(tert-butoxycarbonylamino)propanoic acid C(C1=CC=CC=C1)OC(=O)NCC(C(=O)O)NC(=O)OC(C)(C)C